CN1N=CC(=C1)NC1COC2=C1C=CC(=C2)C(F)(F)F 1-methyl-N-(6-(trifluoromethyl)-2,3-dihydrobenzofuran-3-yl)-1H-pyrazol-4-amine